O1[C@@H](COCC1)C(N1C[C@@H]2[C@H](C1)CC(C2)NC=2N=NC(=CC2)Cl)([2H])[2H] (3aR,5s,6aS)-2-(((R)-1,4-Dioxan-2-yl)methyl-d2)-N-(6-chloropyridazin-3-yl)octahydrocyclopenta[c]pyrrol-5-amine